BrC=1N=C2C(=NC1)N(C=C2I)C(=O)OC(C)(C)C tert-butyl 2-bromo-7-iodo-5H-pyrrolo[2,3-b]pyrazine-5-carboxylate